1-phenyl-N2-(6-((9-phenyl-9H-carbazol-2-yl)oxy)pyridin-2-yl)benzene-1,2-diamine C1(=CC=CC=C1)C1(C(C=CC=C1)NC1=NC(=CC=C1)OC1=CC=2N(C3=CC=CC=C3C2C=C1)C1=CC=CC=C1)N